C(C)(C)(C)C1=CC=C(C=C1)C1=NC2=C(N1)C=C(C(=C2F)F)F 2-(4-tert-Butylphenyl)-4,5,6-trifluoro-1H-benzo[d]imidazole